O[C@@H](CNC(C1=C(C=NC=C1)NC1=C(C=C(C=C1)I)F)=O)CO (S)-N-(2,3-dihydroxypropyl)-3-((2-fluoro-4-iodophenyl)amino)isonicotinamide